C(#N)C=1C(NC(N([C@H]2[C@H](O)[C@H](O)[C@@H](CO)O2)C1)=O)=O 5-cyanouridine